BrC1=C(C=O)C=C(C=C1)OCC1=CC=CC=C1 (dl)-2-bromo-5-benzyloxybenzaldehyde